Cl.ClC=1C=C(C=CC1Cl)C#CC(C)NC(=O)C1CNCC1 N-(4-(3,4-dichlorophenyl)-but-3-yn-2-yl)pyrrolidine-3-carboxamide hydrochloride